tert-butyl 5-((3-chloro-2-methoxy phenyl)carbamothioyl)-4-(((3-((6-methoxypyridin-2-yl)methoxy)pyridin-4-yl)methyl)amino)-6-oxo-3,6-dihydropyridine-1(2H)-carboxylate ClC=1C(=C(C=CC1)NC(=S)C1=C(CCN(C1=O)C(=O)OC(C)(C)C)NCC1=C(C=NC=C1)OCC1=NC(=CC=C1)OC)OC